(hexadecyldiethylammonium) propionate (beta-(hexadecyldiethylammonio)propionate) C(CCCCCCCCCCCCCCC)[N+](CCC(=O)[O-])(CC)CC.C(CC)(=O)[O-].C(CCCCCCCCCCCCCCC)[NH+](CC)CC